CC(CS(=O)O)C 2-methyl-1-propanesulfinic acid